(3S)-1-[3-[2-[[(3S)-3-piperidyl]amino]-5-(trifluoromethyl)pyrimidin-4-yl]-1H-indole-6-carbonyl]pyrrolidine-3-carbonitrile N1C[C@H](CCC1)NC1=NC=C(C(=N1)C1=CNC2=CC(=CC=C12)C(=O)N1C[C@H](CC1)C#N)C(F)(F)F